IC1=CC=C(C=C1)C1=NC=CN=C1C (4-iodophenyl)-3-methylpyrazin